CN1CC(C(CC1)NC1=NC=C(N=C1CC1=CC=C(C=C1)F)C(F)(F)F)C N-(1,3-dimethylpiperidin-4-yl)-3-(4-fluorophenylmethyl)-5-(trifluoromethyl)pyrazin-2-amine